ClC1=CC(=C(C=C1)C1=NC(=CC=2N=C(N(C(C21)=O)C)C)N2CC1=CN=CC=C1CC2)F 5-(4-chloro-2-fluoro-phenyl)-7-(3,4-dihydro-2,7-naphthyridin-2(1H)-yl)-2,3-dimethylpyrido-[4,3-d]pyrimidin-4(3H)-one